2,4-Dichloro-5-fluoro-7-{[2-(trimethylsilyl)ethoxy]methyl}-7H-pyrrolo[2,3-d]pyrimidine ClC=1N=C(C2=C(N1)N(C=C2F)COCC[Si](C)(C)C)Cl